Dimethyl 2-(4-bromo-2-oxo-6,7,8,8a-tetrahydrobenzo[cd]indol-1(2H)-yl)glutarate BrC=1C=C2C3=C(C(N(C3CCC2)C(C(=O)OC)CCC(=O)OC)=O)C1